NC1=C(C=C(C(=O)NC=2C(N(C=CC2)C(C(=O)NN(CC(=O)O)C(\C=C\C(N2CCCCC2)=O)=O)C)=O)C=C1)Cl (E)-N-(2-(3-(4-amino-3-chlorobenzamido)-2-oxopyridin-1(2H)-yl)propanamido)-N-(4-oxo-4-(piperidin-1-yl)but-2-enoyl)glycine